FS(=O)(=O)N1C(N(C=C1)S(=O)(=O)C)C 1-(fluorosulfonyl)-3-methylsulfonyl-methylimidazole